3-methylidene-1-[4-([4-[(6-methylpyridin-3-yl)methyl]phenyl]amino)quinazolin-6-yl]pyrrolidin-2-one C=C1C(N(CC1)C=1C=C2C(=NC=NC2=CC1)NC1=CC=C(C=C1)CC=1C=NC(=CC1)C)=O